C(C1=CC=CC=C1)N(C1=CC=C(C=C1)C(C1=C(C=C(C=C1)S(=O)(=O)[O-])S(=O)(=O)[O-])=C1C=CC(C=C1)=[N+](CC)CC1=CC=CC=C1)CC.[Na+] sodium 4-[(E)-{4-[benzyl(ethyl)amino]phenyl}{(4E)-4-[benzyl(ethyl)iminio]cyclohexa-2,5-dien-1-ylidene}methyl]benzene-1,3-disulfonate